C(#N)C1=NC2=CC(=CC(=C2N=C1C1=NC=CC=C1)[C@@H](C)NC1=C(C(=O)O)C=CC=C1)C (R)-2-((1-(2-cyano-7-methyl-3-(pyridin-2-yl)quinoxalin-5-yl)ethyl)-amino)benzoic acid